7-(1'-isopropyl-[1,4'-bipiperidin]-4-yl)-5-methyl-2-(4-(methylsulfonyl)phenyl)imidazo[1,2-a]pyridine C(C)(C)N1CCC(CC1)N1CCC(CC1)C1=CC=2N(C(=C1)C)C=C(N2)C2=CC=C(C=C2)S(=O)(=O)C